C(C)S(=O)(=O)O.CC1=C(C=C(C=C1)NC(=O)[C@@H]1NCCCC1)C(N[C@H](C)C1=CC=CC2=CC=CC=C12)=O (R)-N-(4-methyl-3-(((R)-1-(naphthalen-1-yl)ethyl)carbamoyl)phenyl)piperidine-2-carboxamide ethanesulfonate